N-({4-[2-(2-aminopyridin-3-yl)-5-isopropylimidazo[4,5-b]pyridin-3-yl]phenyl}methyl)-2-(4-formyl-3-hydroxyphenyl)acetamide NC1=NC=CC=C1C1=NC=2C(=NC(=CC2)C(C)C)N1C1=CC=C(C=C1)CNC(CC1=CC(=C(C=C1)C=O)O)=O